5-[(2S)-2-aminopropoxy]-2-chloro-pyridine-3-carboxylic acid methyl ester dihydrochloride Cl.Cl.COC(=O)C=1C(=NC=C(C1)OC[C@H](C)N)Cl